CS(=O)(=O)OCC1=CC=C(C=C1)OCCCCCCCCCCCNC(=O)OCC1=CC=CC=C1 [4-[11-(benzyloxycarbonylamino)undecoxy]phenyl]methyl methanesulfonate